(R)-2-ethylpiperazine C(C)[C@H]1NCCNC1